tert-butyl (2-(2-(2-(((1s,3s)-adamantan-1-yl)amino)ethoxy)ethoxy)ethyl)carbamate C12(CC3CC(CC(C1)C3)C2)NCCOCCOCCNC(OC(C)(C)C)=O